2-(1-(4-chlorophenyl)-2-(phenylselanyl)ethyl)benzo[d]isothiazol-3(2H)-one 1,1-dioxide ClC1=CC=C(C=C1)C(C[Se]C1=CC=CC=C1)N1S(C2=C(C1=O)C=CC=C2)(=O)=O